2-amino-6-hydroxy-2-(3-(trifluoromethyl)phenyl)cyclohexan-1-one hydrochloride Cl.NC1(C(C(CCC1)O)=O)C1=CC(=CC=C1)C(F)(F)F